1-cyclopropyl-N-{trans-3-[methyl(7H-pyrrolo[2,3-d]pyrimidin-4-yl)amino]cyclobutyl}methanesulfonamide C1(CC1)CS(=O)(=O)N[C@@H]1C[C@H](C1)N(C=1C2=C(N=CN1)NC=C2)C